C(=C)C1OC2=CC=CC=C2CC1 2-Vinyl-chroman